3-(tert-butyl)-N-(2-chloro-3-fluoro-4-(3-(2-(N-methylacrylamido)ethoxy)pyridin-4-yl)benzyl)isoxazole-5-carboxamide C(C)(C)(C)C1=NOC(=C1)C(=O)NCC1=C(C(=C(C=C1)C1=C(C=NC=C1)OCCN(C(C=C)=O)C)F)Cl